BrC=1C(=NC(=C(C1)F)C(F)(F)F)N 3-bromo-5-fluoro-6-(trifluoromethyl)pyridin-2-amine